5-(chloromethyl)-6-(4-chlorophenyl)-2,3,3a,4,7,7a-hexahydro-1H-indene ClCC=1CC2CCCC2CC1C1=CC=C(C=C1)Cl